N-t-butoxycarbonyl-3-(4-(2-oxopropylsulfanyl)phenyl)-2-aminopropionic acid C(C)(C)(C)OC(=O)NC(C(=O)O)CC1=CC=C(C=C1)SCC(C)=O